heptanyl acrylate C(C=C)(=O)OCCCCCCC